NC1=NNC2=CC=C(C=C12)C1=CC(=NC=C1)NC(=O)NCCC 1-(4-(3-amino-1H-indazol-5-yl)pyridine-2-yl)-3-propylurea